6-((1,4-Dioxan-2-yl)methoxy)-4-(benzyloxy)-2-((4-ethoxyphenyl)ethynyl)-3-ethylpyridine O1C(COCC1)COC1=CC(=C(C(=N1)C#CC1=CC=C(C=C1)OCC)CC)OCC1=CC=CC=C1